dec-8-ene-3-carboxylate CCC(CCCCC=CC)C(=O)[O-]